rel-5-[[2-[(2S,5S)-4,4-Difluoro-5-methyl-2-(6-methyl-3-pyridyl)-1-piperidyl]-2-oxo-acetyl]amino]pyridine-3-carboxamide FC1(C[C@H](N(C[C@@H]1C)C(C(=O)NC=1C=C(C=NC1)C(=O)N)=O)C=1C=NC(=CC1)C)F |o1:3,6|